[Zn].[C]=O carbon oxide Zinc